NC1=NC=C(C2=CC=C(C=C12)C=1C=NC=C(C1)C)C=1SC(=C(N1)COC(NC)=O)C1CCOCC1 ((2-(1-amino-7-(5-methylpyridin-3-yl)isoquinolin-4-yl)-5-(tetrahydro-2H-Pyran-4-yl)thiazol-4-yl)methyl)(methyl)carbamate